C1(=CC=C(C=C1)C(C)(C)C1=CC(=C(C=C1C)O)C1CCCCC1)C(C)(C)C1=CC(=C(C=C1C)O)C1CCCCC1 4,4'-(1,4-phenylenebis(propane-2,2-diyl))bis(2-cyclohexyl-5-methylphenol)